4-Chloro-7-[2-methoxy-4-(trifluoromethyl)phenyl]-1H-pyrrolo[2,3-d]pyridazine ClC1=C2C(=C(N=N1)C1=C(C=C(C=C1)C(F)(F)F)OC)NC=C2